3-bromo-5-iodo-pyridine-2-carboxylic acid BrC=1C(=NC=C(C1)I)C(=O)O